C1(CC1)OC[C@H]1N2CC(C[C@@H]2CC1)=C (5S,7aS)-5-(cyclopropoxymethyl)-2-methylenetetrahydro-1H-pyrrolizine